(S)-2-amino-1-(4-((R)-amino(4,5-dichloro-2-hydroxyphenyl)methyl)piperidin-1-yl)-4-methylpentan-1-one N[C@H](C(=O)N1CCC(CC1)[C@H](C1=C(C=C(C(=C1)Cl)Cl)O)N)CC(C)C